2-(3-cyano-4-isobutoxyphenyl)-4-methylthiazole-5-carboxylic acid ethyl ester C(C)OC(=O)C1=C(N=C(S1)C1=CC(=C(C=C1)OCC(C)C)C#N)C